(R)-N'-(8-fluoro-1,2,3,5,6,7-hexahydro-s-indacen-4-ylcarbamoyl)-4-(2-hydroxypropan-2-yl)-5-methylfuran-2-sulfonimidamide FC=1C=2CCCC2C(=C2CCCC12)NC(=O)N=[S@](=O)(N)C=1OC(=C(C1)C(C)(C)O)C